[N+](=O)([O-])[O-].[N+](=O)([O-])[O-].C(C)(=N)N.[Pd+2] palladium (ethanamidine) dinitrate